Cl.ClC1=CC=C(C[C@H]2CO[C@H](CN2C2CCC(CC2)N2N=CC(=C2)C)CS(=O)(=O)C)C=C1 (2R,5S)-5-(4-chlorobenzyl)-4-(4-(4-methyl-1H-pyrazol-1-yl)cyclohexyl)-2-((methylsulfonyl)methyl)-morpholine hydrochloride